C1CC12CCN(CC2)C2=C(C(=O)NC1=CC=C3C(=N1)N(N=C3)CC3(CC3)C(F)(F)F)C=CC=C2 2-(6-azaspiro[2.5]octan-6-yl)-N-(1-((1-(trifluoromethyl)cyclopropyl)methyl)-1H-pyrazolo[3,4-b]pyridin-6-yl)benzamide